FC1=CC=C2C(=CC=NC2=C1)N1CCN(CC1)C(=O)C1CN(C1)S(=O)(=O)C1=CC=C(C=C1)C1=CC=NC=C1 (4-(7-fluoroquinolin-4-yl)piperazin-1-yl)(1-((4-(pyridin-4-yl)phenyl)sulfonyl)azetidin-3-yl)methanone